2-(4-methyl-7-((1S,2S,5R)-8-methyl-8-azabicyclo[3.2.1]octan-2-yl)-7H-imidazo[4,5-c]pyridazin-3-yl)-5-(trifluoromethyl)phenol CC=1C2=C(N=NC1C1=C(C=C(C=C1)C(F)(F)F)O)N(C=N2)[C@@H]2[C@@H]1CC[C@H](CC2)N1C